C(C)(C)(C)OC(=O)N1CCC(CC1)(OC)C#CC1=CCCCC1 4-(cyclohex-1-en-1-ylethynyl)-4-methoxypiperidine-1-carboxylic acid tert-butyl ester